S(=O)(=O)(O)O.C(C(C)C)N(CCCN1CCN(CC1)CCCNC1=NC2=C(N1)C=CC=C2)CC(C)C N-(3-(4-(3-(diisobutylamino)propyl)piperazin-1-yl)propyl)-1H-benzo[d]imidazol-2-amine sulphate salt